(1-(6-((4-bromophenoxy)methyl)-1,4-dioxan-2-yl)cyclopropoxy)(tert-butyl)dimethylsilane BrC1=CC=C(OCC2COCC(O2)C2(CC2)O[Si](C)(C)C(C)(C)C)C=C1